[I-].C(CCC)N butylamine iodide salt